4-(3-chloro-5-(4-methylsulfonylpiperazin-1-yl)-6-oxopyridin-1(6H)yl)benzonitrile ClC1=CN(C(C(=C1)N1CCN(CC1)S(=O)(=O)C)=O)C1=CC=C(C#N)C=C1